cis-2-[4-[[8-dimethylamino-1-[(1-hydroxy-cyclobutyl)-methyl]-2-oxo-8-phenyl-1,3-diazaspiro[4.5]decan-3-yl]-methyl]-1H-[1,2,3]triazol-1-yl]-acetamide CN(C1(CCC2(CN(C(N2CC2(CCC2)O)=O)CC=2N=NN(C2)CC(=O)N)CC1)C1=CC=CC=C1)C